C(C1=CC=CC=C1)OC=1C=C2CC[C@H](CC2=C(C1N1S(NC(C1)=O)(=O)=O)F)NCCC(CCN(C(=O)OC(C)(C)C)C(=O)OC(C)(C)C)(C)C di-tert-butyl (5-{[(2R)-6-(benzyloxy)-8-fluoro-7-(1,1,4-trioxo-1λ6,2,5-thiadiazolidin-2-yl)-1,2,3,4-tetrahydronaphthalen-2-yl]amino}-3,3-dimethylpentyl)-2-imidodicarbonate